N-(2,2-difluoroethyl)-2-methylbenzamide FC(CNC(C1=C(C=CC=C1)C)=O)F